CC(COC(=O)CCCC(OC(=O)OC1CC(NC(C1)(C)C)(C)C)(OC(=O)OC1CC(NC(C1)(C)C)(C)C)OC(=O)OC1CC(NC(C1)(C)C)(C)C)(C)C1OCC2(CO1)COC(OC2)C(COC(=O)CCCC(OC(=O)OC2CC(NC(C2)(C)C)(C)C)(OC(=O)OC2CC(NC(C2)(C)C)(C)C)OC(=O)OC2CC(NC(C2)(C)C)(C)C)(C)C 3,9-bis[1,1-dimethyl-2-{tris(2,2,6,6-tetramethyl-4-piperidinyloxycarbonyloxy)butylcarbonyloxy}ethyl]-2,4,8,10-tetraoxaspiro[5.5]undecane